4-[3-[2,6-Dichloro-4-[3-[(3S)-3-methylmorpholin-4-yl]azetidin-1-yl]benzoyl]-2,4-dihydro-1,3-benzoxazin-8-yl]-5-fluoro-2-(3-oxa-8-azabicyclo[3.2.1]oct-8-yl)benzoic acid ClC1=C(C(=O)N2COC3=C(C2)C=CC=C3C3=CC(=C(C(=O)O)C=C3F)N3C2COCC3CC2)C(=CC(=C1)N1CC(C1)N1[C@H](COCC1)C)Cl